NC1(CCC1)C1=NC=C(C=N1)C1=CC=2N(N=C3C2C2C4=C(C(N(C3C2)C)=O)C=CC=C4OC(F)F)C=C1 12-(2-(1-aminocyclobutyl)pyrimidin-5-yl)-1-(difluoromethoxy)-6-methyl-6,7-dihydro-7,14-methanobenzo[c]pyrido[1',2':1,5]pyrazolo[4,3-f]azocin-5(14H)-one